C(CCCC)OP(OCCCCC)(=O)CC(=O)NO (2-(hydroxyamino)-2-oxoethyl)phosphonic acid dipentyl ester